(S)-2,2'-bis[bis(3,5-di-tert-butylphenyl)phosphino]-6,6'-dimethoxy-1,1'-biphenyl C(C)(C)(C)C=1C=C(C=C(C1)C(C)(C)C)P(C1=C(C(=CC=C1)OC)C1=C(C=CC=C1OC)P(C1=CC(=CC(=C1)C(C)(C)C)C(C)(C)C)C1=CC(=CC(=C1)C(C)(C)C)C(C)(C)C)C1=CC(=CC(=C1)C(C)(C)C)C(C)(C)C